[Ti+4].C(=O)[O-].C(=O)[O-].C(=O)[O-].C(=O)[O-] format titanium